2-((1r,3r)-3-(4-Bromo-1-oxoisoindolin-2-yl)cyclobutyl)-N-(3-methoxy-4-methylphenyl)acetamide tert-Butyl-(1r,3r)-3-(2-(3-methoxy-4-methylphenylamino)-2-oxoethyl)cyclobutylcarbamate C(C)(C)(C)OC(NC1CC(C1)CC(=O)NC1=CC(=C(C=C1)C)OC)=O.BrC1=C2CN(C(C2=CC=C1)=O)C1CC(C1)CC(=O)NC1=CC(=C(C=C1)C)OC